ClC1=C(C(=O)Cl)C=CC(=C1C(F)(F)F)Cl 2,4-dichloro-3-(trifluoromethyl)benzoyl chloride